N[C@H]1[C@H](N(CC[C@H]1F)C(=O)[O-])CC1=C(C(=CC=C1)Br)F |r| (rac)-(2R,3S,4R)-3-amino-2-(3-bromo-2-fluorobenzyl)-4-fluoropiperidine-1-carboxylate